hexyl-decanol phosphate arginine salt N[C@@H](CCCNC(N)=N)C(=O)O.P(=O)(O)(O)OC(CCCCCCCCC)CCCCCC